(S)-benzyl-2-(((3-chloropyrazin-2-yl)methyl)carbamoyl)piperidine-1-amide C(C1=CC=CC=C1)[C@]1(N(CCCC1)C(=O)N)C(NCC1=NC=CN=C1Cl)=O